2-(2-isopropylphenyl)-4-(4-methoxybenzyl)piperazine C(C)(C)C1=C(C=CC=C1)C1NCCN(C1)CC1=CC=C(C=C1)OC